1-(4-(4-hydroxytetrahydro-2H-pyran-4-yl)pyridin-2-yl)-N-(1-methyl-1H-indazol-7-yl)-1H-pyrazole-4-sulfonamide OC1(CCOCC1)C1=CC(=NC=C1)N1N=CC(=C1)S(=O)(=O)NC=1C=CC=C2C=NN(C12)C